C(C)(=O)C1=[N+](C2=CC=CC=C2[N+](=C1C)[O-])[O-] 2-acetyl-3-methylquinoxaline-1,4-dioxide